1-(2-fluoroethyl)-piperazine FCCN1CCNCC1